CN(C1=CC=C(C2=CC=CC=C12)N(C)C)C N1,N1,N4,N4-tetramethyl-naphthalene-1,4-diamine